N-(3-((2-(quinazolin-4-yl)-2,7-diazaspiro[3.5]nonan-7-yl)methyl)phenyl)ethanesulfonamide N1=CN=C(C2=CC=CC=C12)N1CC2(C1)CCN(CC2)CC=2C=C(C=CC2)NS(=O)(=O)CC